3,8,11-tetradecatriene CCC=CCCCC=CCC=CCC